FC(C(=O)O)(F)F.FC(C(=O)O)(F)F.C12(CC(C1)(C2)N)N bicyclo[1.1.1]pentane-1,3-diamine bis(2,2,2-trifluoroacetate)